Cl.ClC1=CC=C(C=C1)C=1N=C(C2=C(C=NNC2=O)N1)NC1=CC=C(C=C1)CN1CCNCC1 2-(4-Chlorophenyl)-4-(4-(piperazin-1-ylmethyl)phenylamino)pyrimido[4,5-d]pyridazin-5(6H)-on Hydrochlorid